4-chloro-2,5-difluorobenzoic acid ClC1=CC(=C(C(=O)O)C=C1F)F